BrC1=C(N=C(O1)C)CO (5-bromo-2-methyl-oxazol-4-yl)methanol